ClC1=CC(=NC=C1)C1=NC(=NC(=N1)C1=NC(=CC=C1)C(F)(F)F)NC1=CC(=NC=C1)C(F)(F)F 4-(4-chloropyridin-2-yl)-6-(6-(trifluoromethyl)pyridin-2-yl)-N-(2-(trifluoromethyl)pyridin-4-yl)-1,3,5-triazin-2-amine